4-((6-Iodohexyl)thio)-7-(1H-pyrazol-1-yl)quinoline ICCCCCCSC1=CC=NC2=CC(=CC=C12)N1N=CC=C1